C(CCCCCCCCC)(=O)O[C@@H]([C@H](NC(CCCCCCCCC)=O)C(=O)O)C.[Na] sodium N-decanoyl-L-threonine decanoate